6-[4-(difluoromethyl)phenyl]-N-[(2S)-1-hydroxy-prop-2-yl]-3-oxo-2-(pyridin-3-yl)-2,3-dihydropyridazine-4-carboxamide FC(C1=CC=C(C=C1)C=1C=C(C(N(N1)C=1C=NC=CC1)=O)C(=O)N[C@H](CO)C)F